C(C1=CC=CC=C1)OC=1C=C(C=CC1OCC1=CC=CC=C1)C([C@H](NC(=O)OCC1=CC=CC=C1)C(=O)O)O 3-(3,4-dibenzyloxyphenyl)-N-benzyloxycarbonylserine